O=C1N(C=CC(N1)=O)C1CN(CCC1=O)C(=O)OC(C)(C)C tert-butyl 3-(2,4-dioxo-3,4-dihydropyrimidin-1(2H)-yl)-4-oxopiperidine-1-carboxylate